C(C)(=O)[O-].C(C)(=O)O.[Na+] sodium acetate-acetate salt